(2-chloro-5-fluoro-1,6-dihydropyrimidin-6-yl)-3-methyl-7-propan-2-yl-thieno[3,2-c]pyridine ClC=1NC(C(=CN1)F)C1=C(C=2C=NC=C(C2S1)C(C)C)C